3-Fluoro-1-azaspiro[4.4]nonane-4-ol trifluoroacetate FC(C(=O)O)(F)F.FC1CNC2(C1O)CCCC2